tert-butyl 1,5,6,7-tetrahydro-4H-pyrazolo[4,3-b]pyridine-4-carboxylate N1N=CC=2N(CCCC21)C(=O)OC(C)(C)C